N-(4-((7-methoxy-1-methyl-1H-benzo[d][1,2,3]triazol-5-yl)oxy)-3-methylphenyl)-6-(methylsulfinyl)pyrimido[5,4-d]pyrimidin-4-amine COC1=CC(=CC2=C1N(N=N2)C)OC2=C(C=C(C=C2)NC=2C1=C(N=CN2)C=NC(=N1)S(=O)C)C